(4-FORMYL-2-METHOXY-PHENYL)-CARBAMIC ACID BENZYL ESTER C(C1=CC=CC=C1)OC(NC1=C(C=C(C=C1)C=O)OC)=O